C(C1=CN=CC=C1)(=O)OC1=CC(=CC(=C1)/C=N/C(C(C)C)O)Br (E)-3-bromo-5-((1-hydroxy-2-methylpropyl-imino)meth-yl)phenyl nicotinate